Cl.C(C)N(CCCOC1=C(C=C(C=C1C)NC1=NC=C(C(=N1)N1OCCC1C1=CC=CC=C1)C)C)CC N-(4-(3-(diethylamino)propoxy)-3,5-dimethylphenyl)-5-methyl-4-(3-phenylisoxazolidin-2-yl)pyrimidine-2-amine hydrochloride